C1CCC2C3C(CC(C12)C3)=C(C=O)CC Octahydro-4,7-methano-5H-inden-5-yliden-butanal